(2r,3s)-2-methyl-1-((R)-1-phenylethyl)pyrrolidine-3-carboxylic acid methyl ester COC(=O)[C@@H]1[C@H](N(CC1)[C@H](C)C1=CC=CC=C1)C